tricyclohexyl-phosphine C1(CCCCC1)P(C1CCCCC1)C1CCCCC1